ClC1=CC=C(C=C1)[C@H](C(F)(F)F)NS(=O)(=O)C1=CN(C(C(=C1C)F)=O)C (R)-N-(1-(4-chlorophenyl)-2,2,2-trifluoroethyl)-5-fluoro-1,4-dimethyl-6-oxo-1,6-dihydropyridine-3-sulfonamide